CC1(CN(CC=C1OS(=O)(=O)C(F)(F)F)C(=O)OC(C)(C)C)C tert-butyl 3,3-dimethyl-4-(((trifluoromethyl) sulfonyl) oxy)-3,6-dihydropyridine-1(2H)-carboxylate